S1C=NC2=C1C=CC(=C2)OC2=CC=NC1=CC=C(C=C21)C2=C(C=C(CN1CCN(CC1)CCO)C=C2)F 2-(4-(4-(4-(benzo[d]thiazol-5-yloxy)quinolin-6-yl)-3-fluorobenzyl)piperazin-1-yl)ethan-1-ol